2-(4-isopropyl-4-methyl-5-oxo-2-imidazolin-2-yl)-5-methylnicotinic acid C(C)(C)C1(N=C(NC1=O)C1=C(C(=O)O)C=C(C=N1)C)C